bis-(3-sulfopropyl) itaconate C(C(=C)CC(=O)OCCCS(=O)(=O)O)(=O)OCCCS(=O)(=O)O